C(C)OC(C1=CC=C(C=C1)NC(C1=NC(=CC(=C1)C(C)C)N(C(C)C)CC)=O)=O 4-(6-(Ethyl-(isopropyl)amino)-4-isopropyl-picolinamido)benzoic acid ethyl ester